CN([C@H](C(C)C)C(=O)[O-])C(=O)N1CCCCCC1 Methyl(azepane-1-carbonyl)-D-valinate